8-[(2S,5R)-2,5-Diethyl-4-{1-[2-fluoro-4-(trifluoromethoxy)phenyl]propyl}piperazin-1-yl]-5-methyl-6-oxo-5,6-dihydro-1,5-naphthyridin-2-carbonitril C(C)[C@@H]1N(C[C@H](N(C1)C(CC)C1=C(C=C(C=C1)OC(F)(F)F)F)CC)C1=CC(N(C=2C=CC(=NC12)C#N)C)=O